CCC=CC=CC=CC=CCCC(C=CC=CC=CC)=O icosa-3,5,7,9,14,16,18-heptaen-13-one